12-dodecanamine CCCCCCCCCCCCN